6(S)-3-(1H-pyrazol-1-yl)propane-1,2-diyl bis(4-methylbenzenesulfonate) CC1=CC=C(C=C1)S(=O)(=O)OCC(CN1N=CC=C1)OS(=O)(=O)C1=CC=C(C=C1)C